BrC1=CC=C(C=C1)N1N=C(C(=C1)[C@H]1O[C@@H](C(N1CCC=1C=C2CC(NC2=CC1)=O)=O)C)C=1C=NC(=CC1)F (2R,5R)-2-(1-(4-bromophenyl)-3-(6-fluoropyridin-3-yl)-1H-pyrazole-4-yl)-5-methyl-3-(2-(2-oxoindolin-5-yl)ethyl)oxazolidin-4-one